C1(=CC=CC=C1)C=1C=C2C(=NC1)NC(=N2)C2N(CCCC2)C#N (6-phenyl-3H-imidazo[4,5-b]pyridin-2-yl)piperidine-1-carbonitrile